ClC1=C(C=C(C=C1)F)C1(N(C(C=2C1=C(C=C1C=NNC21)C2=C(C(=O)N)C=C(C=C2F)C(F)(F)F)=O)CC2=CC=C(C=C2)OC)O [6-(2-chloro-5-fluorophenyl)-6-hydroxy-7-[(4-methoxyphenyl)methyl]-8-oxo-1,6,7,8-tetrahydropyrrolo[4,3-g]indazol-5-yl]-3-fluoro-5-(trifluoromethyl)benzamide